ClC1=CC=C(C(=N1)C1=CC=2N(C=C1)C=CN2)C=2C=NN(C2)CC2(CC2)C(F)(F)F 7-[6-chloro-3-(1-{[1-(trifluoromethyl)cyclopropyl]methyl}-1H-pyrazol-4-yl)pyridin-2-yl]imidazo[1,2-a]pyridine